COC=1C=CC2=C(C(OC3=C2C=CC(=C3)OCCCCN(CC)CC)=O)C1 8-methoxy-3-(4-(diethylamino)butoxy)-6H-benzo[c]benzopyran-6-one